((4aR,7aS)-1-methyloctahydro-4aH-cyclopenta[b]pyridin-4a-yl)methanol CN1[C@@H]2[C@](CCC1)(CCC2)CO